C1(CCCCC1)N(CCC(C=CC=C)=C)C1CCCCC1 1-dicyclohexylamino-3-methylenehepta-4,6-diene